3-(2-Aminoethyl)aminopropyltriethoxysilan NCCNCCC[Si](OCC)(OCC)OCC